(1SR,2SR)-N-[[(2S)-2-(3-cyanophenyl)oxetan-2-yl]methyl]-2-(4-fluorophenyl)cyclopropanecarboxamide C(#N)C=1C=C(C=CC1)[C@]1(OCC1)CNC(=O)[C@@H]1[C@H](C1)C1=CC=C(C=C1)F |&1:16,17|